[C@@H]12OC[C@@](CC1)(C2)C=2N=C1N(C=C(C(=C1)OC(C)C)C(=O)NC1=NN(C=C1)C)C2 2-((1R,4S)-2-oxabicyclo[2.2.1]heptan-4-yl)-7-isopropoxy-N-(1-methyl-1H-pyrazol-3-yl)imidazo[1,2-a]pyridine-6-carboxamide